C(#N)CNC(=O)C1(CCCCC1)NC(C1=CC=C(C=C1)C=1N=C(SC1)N1CCN(CC1)C)=O N-[1-[[(Cyanomethyl)amino]carbonyl]cyclohexyl]-4-[2-(4-methyl-1-piperazinyl)-4-thiazolyl]benzamide